CC1CCC(CC1)N[C@H]1C[C@H](N(C1)C(=O)OC(C)(C)C)C(=O)OC 1-(tert-butyl) 2-methyl (2s,4S)-4-(((1s,47R)-4-methylcyclohexyl)amino)pyrrolidine-1,2-dicarboxylate